3',4'-dichlorobiphenyl ClC=1C=C(C=CC1Cl)C1=CC=CC=C1